FC=1C=C2C=NN(C2=C(C1O)F)C=1C=NC(=NC1)N1CCN(CC1)S(=O)(=O)C 5,7-Difluoro-1-(2-(4-(methylsulfonyl)piperazin-1-yl)pyrimidin-5-yl)-1H-indazol-6-ol